(E)-1-(4-(3,3-diethoxyprop-1-en-1-yl)phenyl)-2-methylpropan C(C)OC(/C=C/C1=CC=C(C=C1)CC(C)C)OCC